C(C)(C)(C)[Si](C=1C=NC(=CC1)OC)(F)C(C)(C)C di(tert-butyl)(fluoro)(6-methoxy-3-pyridinyl)silane